CC(C)(C)S(=O)(=O)N[C@@H]1COCC12CCN(CC2)C(=O)OC(C)(C)C tert-butyl (S)-4-((R)-1,1-dimethylethylsulfonamido)-2-oxa-8-azaspiro[4.5]decane-8-carboxylate